3-(4-(4-Methylpiperazin-1-yl)phenyl)-5-(4-methylpyrimidin-5-yl)-1H-pyrazolo[4,3-c]pyridazin-6(5H)-on CN1CCN(CC1)C1=CC=C(C=C1)C1=NNC=2C1=NN(C(C2)=O)C=2C(=NC=NC2)C